ClC=1C=C(C2=C(NC(O2)=O)C1)C 5-chloro-7-methyl-1,3-benzoxazol-2(3H)-one